(2S)-1-[(13Z,16Z)-docosan-13,16-dien-1-yloxy]-3-(hexyloxy)-N,N-dimethylpropane-2-amine C(CCCCCCCCCCC\C=C/C\C=C/CCCCC)OC[C@H](COCCCCCC)N(C)C